NC1=C(C=NN1C(C)(C)C)C(=O)NCC#CC1=NN2C(C=CC=C2NC2CN(CC2)C)=C1CC(F)(F)F 5-amino-1-tert-butyl-N-(3-(7-[(1-methylpyrrolidin-3-yl)amino]-3-(2,2,2-trifluoroethyl)pyrazolo[1,5-a]pyridin-2-yl)prop-2-yn-1-yl)-1H-pyrazole-4-carboxamide